3,8-Diamino-5-(3-(diethyl(methyl)ammonio)propyl)-6-phenylphenanthridin-5-ium iodide [I-].NC=1C=CC2=C3C=CC(=CC3=C([N+](=C2C1)CCC[N+](C)(CC)CC)C1=CC=CC=C1)N.[I-]